3-(2-ethylbenzyl)benzaldehyde C(C)C1=C(CC=2C=C(C=O)C=CC2)C=CC=C1